NC1=NC=2C=C(C(=CC2C2=C1COC2)C(=O)N([C@@H]2COC1=C2C=CC(=C1)C=1C=NN(C1)C)C)F 4-amino-7-fluoro-N-methyl-N-((3S)-6-(1-methyl-1H-pyrazol-4-yl)-2,3-dihydro-1-benzofuran-3-yl)-1,3-dihydrofuro[3,4-c]-quinoline-8-carboxamide